[Si](C)(C)(C(C)(C)C)N([Si](C)(C)C(C)(C)C)C(N([Si](C)(C)C(C)(C)C)[Si](C)(C)C(C)(C)C)C=C[SiH3] bis[bis(tert-butyldimethylsilyl)amino]Methylvinylsilane